2-((S)-1-oxo-7-((R)-1-tritylazepine-2-carbonyl)-2,7-diazaspiro[4.4]non-2-yl)acetamide O=C1N(CC[C@]12CN(CC2)C(=O)C=2N(C=CC=CC2)C(C2=CC=CC=C2)(C2=CC=CC=C2)C2=CC=CC=C2)CC(=O)N